CC1(CCC1)NC(O[C@H]1C[C@H](CC1)C=1NN=C(C1)NC(=O)OCC1=CC=CC=C1)=O (1R,3S)-3-(5-{[(benzyloxy)carbonyl]amino}-2H-pyrazol-3-yl)cyclopentyl N-(1-methylcyclobutyl)carbamate